N-oleoyl-isoleucine silicon-lead [Pb].[Si].C(CCCCCCC\C=C/CCCCCCCC)(=O)N[C@@H]([C@@H](C)CC)C(=O)O